C(CCCCCCCCCCCC)C=1C=CC=C2C(NC(C12)=O)=O 7-tridecyl-Isoindoline-1,3-dione